OCCNCCC[Si](OCC)(OCC)C (2-hydroxyethyl)aminopropyl-methyldiethoxysilane